5-bromo-3-methyl-1,3-dihydro-2H-indol-2-one BrC=1C=C2C(C(NC2=CC1)=O)C